tert-butyl (S)-((3'-chloro-2'-(3-(4-(hydroxymethyl)picolinamido)-2-methylphenyl)-6-methoxy-[2,4'-bipyridin]-5-yl)methyl)((5-oxopyrrolidin-2-yl)methyl)carbamate ClC=1C(=NC=CC1C1=NC(=C(C=C1)CN(C(OC(C)(C)C)=O)C[C@H]1NC(CC1)=O)OC)C1=C(C(=CC=C1)NC(C1=NC=CC(=C1)CO)=O)C